C(C)S(=O)(=O)C=1C=C(C=CC1)B(O)O 3-ETHYLSULFONYLPHENYLBORONIC ACID